(3-(3-methoxypropoxy)benzenesulfonyl)-1H-pyrrole-3-carbaldehyde COCCCOC=1C=C(C=CC1)S(=O)(=O)N1C=C(C=C1)C=O